N-(4-bromobenzyl)-8-((1-(cyclopropylsulfonyl)cyclopropyl)methoxy)-1-methyl-2-oxo-1,2-dihydropyrido[2,3-d]pyridazine-3-carboxamide BrC1=CC=C(CNC(=O)C2=CC=3C(=C(N=NC3)OCC3(CC3)S(=O)(=O)C3CC3)N(C2=O)C)C=C1